1-(1-benzyl-5-nitro-1H-imidazol-4-yl)-3-(3,5-bis(trifluoromethyl)phenyl)-1H-1,2,4-triazole C(C1=CC=CC=C1)N1C=NC(=C1[N+](=O)[O-])N1N=C(N=C1)C1=CC(=CC(=C1)C(F)(F)F)C(F)(F)F